C1(=CC=CC=C1)C1(CC1)C(=O)OC[C@H]1O[C@@]([C@@H]([C@@H]1O)O)(C#N)C1=CC=C2C(=NC=NN21)N ((2R,3S,4R,5R)-5-(4-aminopyrrolo[2,1-f][1,2,4]triazin-7-yl)-5-cyano-3,4-dihydroxytetrahydrofuran-2-yl)methyl 1-phenylcyclopropane-1-carboxylate